NC(CC)(CC)N (1S,2S)-trans-diaminopentane